5-(3-(3-(azetidine-1-carbonyl)-1H-pyrazol-5-yl)-2-fluoro-6-hydroxyphenyl)-1,2,5-thiadiazolidin-3-one 1,1-dioxide N1(CCC1)C(=O)C1=NNC(=C1)C=1C(=C(C(=CC1)O)N1CC(NS1(=O)=O)=O)F